methyl 2-cyclopropylsulfanylpyridine-4-carboxylate C1(CC1)SC1=NC=CC(=C1)C(=O)OC